BrC1=CC(=NS1)CC#N 2-(5-bromo-1,2-thiazol-3-yl)acetonitrile